COC1=CC=C(C=N1)CNC(=O)C1C2CNCC12 N-((6-methoxypyridin-3-yl)methyl)-3-azabicyclo[3.1.0]Hexane-6-carboxamide